3,5-dimethyl-2-(2-methyl-4-oxobutan-2-yl)phenyl-2-(5-fluoro-2-methyl-1-(4-(methylsulfinyl)benzylidene)-1H-inden-3-yl)acetate CC=1C(=C(C=C(C1)C)C(C(=O)[O-])C1=C(C(C2=CC=C(C=C12)F)=CC1=CC=C(C=C1)S(=O)C)C)C(C)(CC=O)C